BrC=1C(=NC=C(C#N)C1)N1CCC(CC1)N1C2=C(N(C(C1=O)=O)C)C=CC=N2 5-Bromo-6-(4-(1-methyl-2,3-dioxo-2,3-dihydropyrido[2,3-b]pyrazin-4(1H)-yl)piperidin-1-yl)nicotinonitrile